OC1=CC=C(C=C1)C(CCl)(C)C1=CC=C(C=C1)O 2,2-bis(4'-hydroxyphenyl)chloropropane